FC1=C(C=CC=C1F)CN1C(C2CC2C1O)=O 3-[(2,3-difluorophenyl)methyl]-4-hydroxy-3-azabicyclo[3.1.0]hexan-2-one